sodium 2,2-dihydroxymethylbutanoate OCC(C(=O)[O-])(CC)CO.[Na+]